methyl (E)-methoxyimino-{(E)-α-[1-(α,α,α-trifluoro-m-tolyl)ethylideneaminooxy]-o-tolyl}acetate CO\N=C(\C(=O)OC)/C1=C(C=CC=C1)CO/N=C(\C)/C=1C=C(C=CC1)C(F)(F)F